ClC=1C=C(C=C(C1)OC)N1N=CC(=C1)[C@@H](C(=O)NC1=CC(=NN1)C1CC1)C (S)-2-(1-(3-chloro-5-methoxyphenyl)-1H-pyrazol-4-yl)-N-(3-cyclopropyl-1H-pyrazol-5-yl)propanamide